ethyl-3',4'-difluoro-3-[1-oxo-6-(2H-1,2,3-triazol-4-yl)-2,3-dihydro-1H-isoindol-2-yl]-[1,1'-biphenyl] C(C)C1=C(C=CC=C1N1C(C2=CC(=CC=C2C1)C1=NNN=C1)=O)C1=CC(=C(C=C1)F)F